1-methyl-6-[4-[2-[(1-methyl-4-piperidyl)oxy]ethoxy]phenoxy]indazole-5-carboxamide CN1N=CC2=CC(=C(C=C12)OC1=CC=C(C=C1)OCCOC1CCN(CC1)C)C(=O)N